FC1=CC(=C2C=CN(C2=C1)S(=O)(=O)C)C=1C=CC=2NC(C=3N(C2N1)C(=NN3)C)(C)C 2-(6-Fluoro-1-(methylsulfonyl)-1H-indol-4-yl)-6,6,9-trimethyl-5,6-dihydropyrido[3,2-e][1,2,4]triazolo[4,3-a]pyrazin